6-(7-((1H-indazol-5-yl)amino)thiazolo[4,5-d]pyrimidin-5-yl)-N-isopropyl-1H-indole-2-carboxamide N1N=CC2=CC(=CC=C12)NC=1C2=C(N=C(N1)C1=CC=C3C=C(NC3=C1)C(=O)NC(C)C)N=CS2